1-methyl-7-(6,7,8,9-tetrahydro-5H-benzo[7]annulen-5-yl)-4H,6H-benzo[e][1,2,4]triazolo[3,4-c][1,4]oxazepine CC1=NN=C2COCC3=C(N21)C=CC=C3C3CCCCC2=C3C=CC=C2